2,2'-{(6,6'-bis(2-naphthyl)phenyl-[1,1'-binaphthyl]-2,2'-diyl)bis(oxy)}diacetic acid C1=C(C=CC2=CC=CC=C12)C1=CC=CC=C1C=1C(=C(C2=CC=CC=C2C1)C1=C(C=CC2=CC(=CC=C12)C1=CC2=CC=CC=C2C=C1)OCC(=O)O)OCC(=O)O